C(C)S(=O)(=N)C=1C=C(C=NC1C1=NC2=C(C(N(C(=C2)C(F)(F)F)OC)=O)N1C)C1(CC1)C#N 1-[5-(ethylsulfonimidoyl)-6-[5-methoxy-3-methyl-4-oxo-6-(trifluoromethyl)imidazo[4,5-c]pyridin-2-yl]-3-pyridyl]cyclopropanecarbonitrile